C1C2(CN3C=CC=C13)CCNCC2 1'H,3'H-spiro[piperidine-4,2'-pyrrolizine]